NC=1C(=NC(=CC1)C1=CC2=C(C(=CC=C2C=C1)OC)NCC(=C)C#N)C(=O)NC1CCC(CC1)N(C)C 3-amino-6-{8-[(2-cyano-2-methylideneethyl)amino]-7-methoxynaphthalen-2-yl}-N-[(1s,4s)-4-(dimethylamino)cyclohexyl]pyridine-2-carboxamide